COC1=CC=C(C=C1)C1CCN(CC1)C1=C(C(N(C2=CC(=CC=C12)C1COC1)C)=O)C#N 4-[4-(4-methoxyphenyl)piperidin-1-yl]-1-methyl-7-(oxetan-3-yl)-2-oxo-1,2-dihydroquinoline-3-carbonitrile